ClC=1C=C(C=CC1F)[C@H]1CC[C@H]2N(CCN(C2)C(=O)C=2C(=C3C(=NC2)ON=C3C)Cl)C1 [(7R,9aR)-7-(3-chloro-4-fluorophenyl)-1,3,4,6,7,8,9,9a-octahydropyrido[1,2-a]pyrazin-2-yl]-(4-chloro-3-methyl-[1,2]oxazolo[5,4-b]pyridin-5-yl)methanone